tin-lead-antimony [Sb].[Pb].[Sn]